N-(3-(4-chlorophenyl)pyrrolidin-3-yl)-4-(4-(trifluoromethyl)phenoxy)benzene-sulfonamide ClC1=CC=C(C=C1)C1(CNCC1)NS(=O)(=O)C1=CC=C(C=C1)OC1=CC=C(C=C1)C(F)(F)F